COCC1=CC=C(O1)C=O methoxymethylfurfural